(R)-N-(8-(2-chloro-5-fluorophenyl)-3-(1H-imidazol-2-yl)-6-oxo-5,6,7,8-tetrahydroimidazo[1,5-a]pyrazin-1-yl)-3-fluoro-5-(trifluoromethyl)benzamide ClC1=C(C=C(C=C1)F)[C@@H]1C=2N(CC(N1)=O)C(=NC2NC(C2=CC(=CC(=C2)C(F)(F)F)F)=O)C=2NC=CN2